CC=1C(=NON1)C1=NC2=C(N1CC=1C=CC(=NC1)S(=O)(=O)Cl)C=CC=C2 5-((2-(4-methyl-1,2,5-oxadiazol-3-yl)-benzoimidazol-1-yl)methyl)pyridine-2-sulfonyl chloride